ClC1=CC2=C(N=N1)NCC2 3-chloro-6,7-dihydro-5H-pyrrolo[2,3-c]pyridazine